anilinofluorene N(C1=CC=CC=C1)C1=CC=CC=2C3=CC=CC=C3CC12